4-chloro-N-{1-[1-(3-chlorobenzene-1-carbonyl)-1,2,3,4-tetrahydroquinolin-6-yl]ethyl}benzamide ClC1=CC=C(C(=O)NC(C)C=2C=C3CCCN(C3=CC2)C(=O)C2=CC(=CC=C2)Cl)C=C1